4-chloro-N,N-dimethyl-5H-pyrrolo[3,2-d]pyrimidine-7-carboxamide ClC=1C2=C(N=CN1)C(=CN2)C(=O)N(C)C